1,9-dihydro-6H-purine-6-thione N1C=NC=2NC=NC2C1=S